1-((S)-3-((4-((3-chloro-2-fluoro-4-(((S)-tetrahydrofuran-3-yl)methoxy)phenyl)amino)pyrido[3,2-d]pyrimidin-6-yl)oxy)pyrrolidin-1-yl)prop-2-en-1-one ClC=1C(=C(C=CC1OC[C@@H]1COCC1)NC=1C2=C(N=CN1)C=CC(=N2)O[C@@H]2CN(CC2)C(C=C)=O)F